COC1(C(C(=CC=C1)OC)O)C=1C(=CC=CC1)O exo-2',6'-dimethoxybiphenol